4-chloro-8-(2,3-dichlorophenyl)-N-[(4S)-3,4-dihydro-2H-chromen-4-yl]-1,6-naphthyridine-3-carboxamide ClC1=C(C=NC2=C(C=NC=C12)C1=C(C(=CC=C1)Cl)Cl)C(=O)N[C@H]1CCOC2=CC=CC=C12